(4-(2-chlorophenyl)thiazol-2-yl)-5-((1-(methylsulfonyl)piperidin-4-yl)oxy)picolinamide ClC1=C(C=CC=C1)C=1N=C(SC1)C=1C(=NC=C(C1)OC1CCN(CC1)S(=O)(=O)C)C(=O)N